imino(methyl)(2-(4-(1-(quinolin-7-yl)ethyl)piperazin-1-yl)pyrimidin-5-yl)-λ6-sulfanone N=S(=O)(C=1C=NC(=NC1)N1CCN(CC1)C(C)C1=CC=C2C=CC=NC2=C1)C